2-((R)-2-methylbutanamido)butanoic acid C[C@@H](C(=O)NC(C(=O)O)CC)CC